BrC1=CC2=C(C(CS2(=O)=O)NC(OC(C)(C)C)=O)C=C1 tert-butyl N-(6-bromo-1,1-dioxo-2,3-dihydrobenzothiophen-3-yl)carbamate